C1(CC(C(CC1)C(C)C)OC(C)O)C menthoxyethane-1-ol